ClC1=CC=C(OC(C(=O)OC)CCO)C=C1 methyl 2-(4-chlorophenoxy)-4-hydroxybutanoate